C(OC1=C2N(N=CC1=O)[C@H]([C@@H]1N(C2=O)CCC1)[C@H](C1=CC=CC=C1)C1=C(C(=CC=C1)F)F)(OCC)=O (9aR,10S)-10-((R)-(2,3-difluorophenyl)(phenyl)methyl)-3,5-dioxo-3,5,8,9,9a,10-hexahydro-7H-pyrrolo[1',2':4,5]pyrazino[1,2-b]pyridazin-4-yl ethyl carbonate